6-methoxy-2-((1-(methylsulfonyl)piperidin-4-yl)amino)-8-(spiro[2.4]heptan-4-yl)pyrido[2,3-d]pyrimidin-7(8H)-one COC1=CC2=C(N=C(N=C2)NC2CCN(CC2)S(=O)(=O)C)N(C1=O)C1C2(CC2)CCC1